FC1=CC=C(CN2C(=NC=3C2=NC=CC3)CCC(=O)N[C@@H](C)C3=CC=C(C=C3)F)C=C1 3-[3-(4-Fluoro-benzyl)-3H-imidazo[4,5-b]pyridin-2-yl]-N-[(S)-1-(4-fluoro-phenyl)-ethyl]-propionamide